6-amino-N-(6-(2,6-dimethylphenyl)-4-(trifluoromethyl)pyridin-2-yl)pyridine-2-sulfonamide NC1=CC=CC(=N1)S(=O)(=O)NC1=NC(=CC(=C1)C(F)(F)F)C1=C(C=CC=C1C)C